BrC1=C(C=C(C(=N1)C(=O)OC(C)(C)C)S(=O)(=O)CC)NC tert-butyl 6-bromo-3-ethylsulfonyl-5-(methylamino)pyridine-2-carboxylate